4-Fluoro-3-nitrobenzoic acid FC1=C(C=C(C(=O)O)C=C1)[N+](=O)[O-]